[C@H]12CC(C[C@@H]2C1)N1N=CC(=C1)C=1C(=C(C=CC1)NC1=C(N=NC(=C1)NC(=O)C1CC1)C(=O)N)OC 4-((3-(1-((1R,3s,5S)-bicyclo[3.1.0]hexan-3-yl)-1H-pyrazol-4-yl)-2-methoxyphenyl)amino)-6-(cyclopropanecarboxamido)pyridazine-3-carboxamide